N1N=CC(=C1)C=1C=NC2=CC=C(C=C2N1)C(=O)C=1C=C(C=C(C1F)F)NC(=O)NC1=CC(=C(C=C1)Cl)C(F)(F)F 1-(3-(3-(1H-pyrazol-4-yl)quinoxaline-6-carbonyl)-4,5-difluorophenyl)-3-(4-chloro-3-(trifluoromethyl)phenyl)urea